ClC=1C=C2C(=NC1)[C@]1([C@@](O2)([C@@H]([C@H](C1=O)C(=O)OC)C1=CC=CC=C1)C1=CC=C(C=C1)S(=O)(=O)C)O |r| rac-methyl (5aR,6S,7R,8aR)-3-chloro-8a-hydroxy-5a-(4-(methylsulfonyl)phenyl)-8-oxo-6-phenyl-5a,7,8,8a-tetrahydro-6H-cyclopenta[4,5]furo[3,2-b]pyridine-7-carboxylate